C(C)[C@@H](C(=O)N)N1C(C[C@H](C1)CCC)=O (αS,4R)-α-ethyl-2-oxo-4-propyl-1-pyrrolidineacetamide